IC1=C(C=CC=C1)\C=C\CC 1-(2-iodophenyl)-trans-1-butene